2-Hexyl-decyllaurat C(CCCCC)C(COC(CCCCCCCCCCC)=O)CCCCCCCC